[OH-].[NH+]=1C=CN2N=CC=CC21 imidazo[1,2-b]pyridazinium hydroxide